CN(C(=O)C=1C=C(C=CC1)C(CC(=O)O)C=1SC=C(N1)CCCCC1=NC=2NCCCC2C=C1)C 3-(3-(dimethylcarbamoyl)phenyl)-3-(4-(4-(5,6,7,8-tetrahydro-1,8-naphthyridin-2-yl)butyl)thiazol-2-yl)propanoic acid